FC(C(C)(C)NC(=O)C=1C2=CC=CC2=CC1)(F)F pentalene-4-carboxylic acid (2,2,2-trifluoro-1,1-dimethyl-ethyl)-amide